(3S,4R)-4-amino-1-(5-(trifluoromethyl)pyrimidin-2-yl)piperidin-3-ol hydrochloride Cl.N[C@H]1[C@H](CN(CC1)C1=NC=C(C=N1)C(F)(F)F)O